2-fluoro-3-(1,1,2,2,3,3,3-heptafluoropropyl)-5-methyl-2-[1,2,2,2-tetrafluoro-1-(trifluoromethyl)ethyl]-3-(trifluoromethyl)tetrahydrofuran FC1(OC(CC1(C(F)(F)F)C(C(C(F)(F)F)(F)F)(F)F)C)C(C(F)(F)F)(C(F)(F)F)F